Methyl (1S,4R)-4-[[(3R)-1-(3,5-dichlorophenyl)-3-methyl-2-oxo-azetidine-3-carbonyl]amino]cyclopent-2-ene-1-carboxylate ClC=1C=C(C=C(C1)Cl)N1C([C@](C1)(C(=O)N[C@H]1C=C[C@H](C1)C(=O)OC)C)=O